NC(C(=O)N1CCN(CC1)C(=O)NC1=NC(N(C=C1)C1=CC(=CC=C1)CCN1CCC(CC1)N)=O)(C)C 4-(2-Amino-2-methylpropanoyl)-N-(1-(3-(2-(4-aminopiperidin-1-yl)ethyl)phenyl)-2-oxo-1,2-dihydropyrimidin-4-yl)piperazine-1-carboxamide